C1(CC1)N(C(=O)C=1C(=NN(C1F)C)C(F)F)CC1=C(C=CC=C1)C(C)C cyclopropyl-3-(difluoromethyl)-5-fluoro-1-methyl-N-[[2-(1-methylethyl)phenyl]methyl]-1H-pyrazole-4-carboxamide